(4S)-4-acetamido-5-(((2S)-1-((2-methyl-5-(2-(morpholin-2-yl)ethoxy)benzyl)amino)-1-oxo-4-phenylbutan-2-yl)amino)-5-oxopentanoic acid C(C)(=O)N[C@@H](CCC(=O)O)C(=O)N[C@H](C(=O)NCC1=C(C=CC(=C1)OCCC1CNCCO1)C)CCC1=CC=CC=C1